pyro-phosphoric acid P(=O)(O)(O)OP(=O)(O)O